C1=CC(=CC=C1CC2(C(=NC[C@@H]([C@@H]([C@@H](CO)O)O)O)NC(=O)NC2=O)[NH3+])O The molecule is an organic cation obtained by protonation of the 5-amino group of 5-amino-5-(4-hydroxybenzyl)-6-((2,3,4,5-tetrahydroxypentyl)amino)dihydropyrimidine-2,4-dione. It is an ammonium ion derivative and an organic cation. It is a conjugate acid of a 5-amino-5-(4-hydroxybenzyl)-6-(D-ribitylimino)-5,6-dihydrouracil.